2,4-dimethyl-6-(3-(4,4,5,5-tetramethyl-1,3,2-dioxaborolan-2-yl)phenyl)-1,3,5-triazine CC1=NC(=NC(=N1)C)C1=CC(=CC=C1)B1OC(C(O1)(C)C)(C)C